(6S,8R)-6-(5-bromo-3-fluoropyridin-2-yl)-1-fluoro-8-methyl-7-(2,2,2-trifluoroethyl)-6,7,8,9-tetrahydro-3H-pyrazolo[4,3-f]isoquinoline BrC=1C=C(C(=NC1)[C@H]1N([C@@H](CC2=C3C(=CC=C12)NN=C3F)C)CC(F)(F)F)F